C[C@@H]1CN(C[C@@H](N1)C)C1=NC=C(C=N1)C(F)(F)F 2-((3R,5S)-3,5-dimethylpiperazin-1-yl)-5-(trifluoromethyl)pyrimidine